F[As-](F)(F)(F)(F)F.[NH2+]=NNNN pentazenium hexafluoroarsenate